ClC1=CC=C(S1)CCC(=O)O 3-(5-chlorothien-2-yl)propionic acid